tert-butyl 4-[3-[(4-cyano-2-fluoro-phenyl)methoxy]-4-methyl-pyrazol-1-yl]piperidine-1-carboxylate C(#N)C1=CC(=C(C=C1)COC1=NN(C=C1C)C1CCN(CC1)C(=O)OC(C)(C)C)F